FC=1C=C(C(=O)N2C3CN(CC2C3)C3=CC=C(C=N3)C=3C=2N(C=C(C3)OCC(C)(C)O)N=CC2C#N)C=CC1OC 4-(6-(6-(3-fluoro-4-methoxybenzoyl)-3,6-diazabicyclo[3.1.1]heptan-3-yl)pyridin-3-yl)-6-(2-hydroxy-2-methylpropoxy)pyrazolo[1,5-a]pyridine-3-carbonitrile